5-(trifluoromethyl)-N-[(1r,3s)-3-{[2-(trifluoromethyl)quinolin-4-yl]amino}cyclohexyl]-1H-pyrrolo[2,3-b]pyridine-3-carboxamide FC(C=1C=C2C(=NC1)NC=C2C(=O)N[C@H]2C[C@H](CCC2)NC2=CC(=NC1=CC=CC=C21)C(F)(F)F)(F)F